C1(CC1)C1=C(C(=NO1)C1=C(C=CC=C1Cl)Cl)C(=O)O[C@@H]1C[C@H]2CN([C@@H]1C2)C=2SC1=C(N2)C(=CC(=C1)C(=O)O)F 2-[(1r,4s,6r)-6-[5-cyclopropyl-3-(2,6-dichlorophenyl)-1,2-oxazole-4-carbonyloxy]-2-azabicyclo[2.2.1]heptan-2-yl]-4-fluoro-1,3-benzothiazole-6-carboxylic acid